5-(4-((2-hydroxyethyl)(methyl)amino)benzylidene)-3-isobutyl-1-methyl-2-thioxoimidazolin-4-one OCCN(C1=CC=C(C=C2C(N(C(N2C)=S)CC(C)C)=O)C=C1)C